rac-4-methoxy-3-((3aR,5R,7R,7aR)-1,3,3,5,7-pentamethyloctahydrobenzo[c]isoxazol-5-yl)benzonitrile COC1=C(C=C(C#N)C=C1)[C@]1(C[C@@H]2[C@H](N(OC2(C)C)C)[C@@H](C1)C)C |r|